COCCO[Si](C=C(C)C)(OCCOC)OCCOC 1-[tris(methoxyethoxy)silyl]-2-methylpropene